[C@H]12CN(C[C@H](CC1)N2)C=2C1=C(N=C(N2)N2CC3(C2)CCOCC3)C(=C(N=C1)C1=CC(=CC3=CC=CC=C13)O)F 4-(4-((1R,5S)-3,8-diazabicyclo[3.2.1]octan-3-yl)-8-fluoro-2-(7-oxa-2-azaspiro[3.5]nonan-2-yl)pyrido[4,3-d]pyrimidin-7-yl)naphthalen-2-ol